C1(CC1)C(=O)N cyclopropylcarboxamide